6-[4-(8,10-dioxo-3-azaspiro[5.5]undecan-9-yl)-3-ethyl-5-methyl-phenyl]pyridine-3-carbonitrile hydrochloride Cl.O=C1CC2(CCNCC2)CC(C1C1=C(C=C(C=C1C)C1=CC=C(C=N1)C#N)CC)=O